4-fluoro-6-((R)-1-hydroxy-2-((3aS,5S,6aR)-3a-hydroxy-5-phenoxyhexahydrocyclopenta[c]pyrrol-2(1H)-yl)ethyl)benzo[d]thiazol-2(3H)-one FC1=CC(=CC2=C1NC(S2)=O)[C@H](CN2C[C@@H]1[C@](C2)(C[C@H](C1)OC1=CC=CC=C1)O)O